FC=1C=C(C=C(C1)F)C=1C=C(C=NC1)C(=O)NCC(C)C 5-(3,5-difluorophenyl)-N-(2-methylpropyl)pyridine-3-carboxamide